C(CCC)(=O)O[C@@H]1CN(CCC1)C(=O)OC(C)(C)C 3-(S)-butyryloxy-N-Boc-piperidine